cis-2,4-pentadienoic acid C(\C=C/C=C)(=O)O